Cl.CS(=O)(=O)C=1C=C(C=CC1)C1CNC1 3-(3-(methylsulfonyl)phenyl)azetidine, hydrochloride salt